Piperazine-1,3-dicarboxylic acid 1-(4-{[6-(5-chloro-2-fluorophenyl)-3-methylpyridazin-4-yl]Amino} quinolin-7-yl) ester 3-oxetan-3-yl ester O1CC(C1)OC(=O)C1CN(CCN1)C(=O)OC1=CC=C2C(=CC=NC2=C1)NC1=C(N=NC(=C1)C1=C(C=CC(=C1)Cl)F)C